hepta-fluorobutylacrylate FC(C(COC(C=C)=O)(F)F)(C(F)(F)F)F